CN1C(=CC2=CC=CC=C12)C#CC1=CC=CC=C1 1-methyl-2-(phenylethynyl)-1H-indole